[IH]1OC(C2=C1C=CC=C2)=O 1,2-benziodoxol-3(1H)-one